C1(=CC=C(C=C1)NC(\C=C\C)=O)C (E)-N-p-tolyl-2-butenamide